diethyl [chloro(cyano)methyl]phosphonate ClC(C#N)P(OCC)(OCC)=O